Tert-butyl (S)-5-amino-4-(4-((4-((1-(4-cyano-2-fluorophenyl)piperidin-4-yl)thio)-3,5-difluorobenzyl)oxy)-1-oxoisoindolin-2-yl)-5-oxopentanoate NC([C@H](CCC(=O)OC(C)(C)C)N1C(C2=CC=CC(=C2C1)OCC1=CC(=C(C(=C1)F)SC1CCN(CC1)C1=C(C=C(C=C1)C#N)F)F)=O)=O